6-((3ar,5s,6as)-5-(aminomethyl)-5-methyl-hexahydrocyclopenta[c]pyrrol-2(1H)-yl)-3-(2,3-dichlorophenyl)pyrazin-2-amine NCC1(C[C@@H]2[C@@H](CN(C2)C2=CN=C(C(=N2)N)C2=C(C(=CC=C2)Cl)Cl)C1)C